3-(4-((6-(diisopropylamino)hexyl)thio)-1-oxoisoindolin-2-yl)piperidine-2,6-dione C(C)(C)N(CCCCCCSC1=C2CN(C(C2=CC=C1)=O)C1C(NC(CC1)=O)=O)C(C)C